BrC1=C(C(=C(C2=NN(N=C21)CC(C)C)Br)Cl)Cl 4,7-dibromo-5,6-dichloro-2-isobutyl-2H-benzo[d][1,2,3]triazole